O1COC2=C1C=CC(=C2)\C=C/C(=O)C2=C(C=C(C=C2)O)O (Z)-3-(1,3-Benzodioxol-5-yl)-1-(2,4-dihydroxyphenyl)prop-2-en-1-one